BrCC=1N=COC1 4-(bromomethyl)-1,3-oxazole